4-(benzo[c][1,2,5]thiadiazol-4-yl)-N,N-diphenylaniline N=1SN=C2C1C=CC=C2C2=CC=C(N(C1=CC=CC=C1)C1=CC=CC=C1)C=C2